[Cl-].[Cl-].C1(=CC=CC=C1)[SiH](C1=CC=CC=C1)[Zr+2](C1C=CC2=C(C=CC(=C12)C)C)C1C=CC2=C(C=CC(=C12)C)C diphenylsilylbis(4,7-dimethylindenyl)zirconium dichloride